CC1=CC=C(C=N1)N1C=NC2=CC=C(C=C2C1=O)CN1CCC(CC1)C=1C=C2CN(C(C2=CC1)=O)C1C(NC(CC1)=O)=O 3-(5-(1-((3-(6-methylpyridin-3-yl)-4-oxo-3,4-dihydroquinazolin-6-yl)methyl)piperidin-4-yl)-1-oxoisoindolin-2-yl)piperidine-2,6-dione